(S)-7-(1-amino-1,3-dihydrospiro[indene-2,4'-piperidin]-1'-yl)-2-(2,3-dichlorophenyl)imidazo[1,2-c]pyrimidine-8-carbonitrile N[C@@H]1C2=CC=CC=C2CC12CCN(CC2)C2=C(C=1N(C=N2)C=C(N1)C1=C(C(=CC=C1)Cl)Cl)C#N